1,3-bis(2-hydroxyethyl)-2-imidazolidinone OCCN1C(N(CC1)CCO)=O